1-Undecyl-1-ethylpiperidinium triflat [O-]S(=O)(=O)C(F)(F)F.C(CCCCCCCCCC)[N+]1(CCCCC1)CC